N1(CCOCC1)C(=O)Cl morpholinoyl chloride